FC1=C(C(=CC=C1C(F)(F)F)C1=C(C(=CC=C1)F)F)O 3,2',3'-trifluoro-4-trifluoromethyl-biphenyl-2-ol